2,3-difluoro-4-(1-methylbenzotriazol-5-yl)oxy-aniline FC1=C(N)C=CC(=C1F)OC1=CC2=C(N(N=N2)C)C=C1